N-benzyl-1-methoxypentan-3-amine HCl salt Cl.C(C1=CC=CC=C1)NC(CCOC)CC